C(=O)=NS(=O)(=O)C1=C(C=CC=C1)OC(F)(F)F N-carbonyltrifluoromethoxybenzenesulfonamide